FC1=C(C(=O)NC=2N(N=C3C=NC(=CC32)CO)C3=CC=CC=C3)C=C(C(=C1)C(F)(F)F)C1=NN(C=C1)C 2-fluoro-N-[5-(hydroxymethyl)-2-phenyl-2H-pyrazolo[3,4-c]pyridin-3-yl]-5-(1-methyl-1H-pyrazol-3-yl)-4-(trifluoromethyl)benzamide